(R)-N-(2-Fluoro-3-hydroxy-3-methylbutyl)-4-(isopropylamino)-2-(1H-pyrazol-4-yl)thieno[2,3-b]pyridin-5-carboxamid F[C@H](CNC(=O)C=1C(=C2C(=NC1)SC(=C2)C=2C=NNC2)NC(C)C)C(C)(C)O